4-(dimethylamino)pent-2-enoic acid ethyl ester C(C)OC(C=CC(C)N(C)C)=O